CC1=NOC(=C1C=1C=C(C=CC1OCCN(C)CC)NC(=O)C1CC1)C N-(3-(3,5-dimethylisoxazol-4-yl)-4-(2-(ethyl(methyl)amino)ethoxy)phenyl)cyclopropanecarboxamide